N-(cyclopropylmethoxy)-5-(piperazin-1-yl)picolinamide C1(CC1)CONC(C1=NC=C(C=C1)N1CCNCC1)=O